4-(5-bromo-2-methoxybenzyl)phthalazin-1(2H)-one BrC=1C=CC(=C(CC2=NNC(C3=CC=CC=C23)=O)C1)OC